C(C)(C)(C)OC(=O)N1C2C(CC(C1)C2)O 6-hydroxy-2-azabicyclo[2.2.1]Heptane-2-carboxylic acid tert-butyl ester